6-(3-Bromo-1-(3-chloropyridin-2-yl)-1H-pyrazol-5-carboxamido)-5-chloro-N-propylpyrazolo[1,5-a]pyridin-7-carboxamid BrC1=NN(C(=C1)C(=O)NC=1C(=CC=2N(C1C(=O)NCCC)N=CC2)Cl)C2=NC=CC=C2Cl